Inosine monophosphate sodium salt hydrate O.[Na+].P(=O)([O-])([O-])OC[C@@H]1[C@H]([C@H]([C@@H](O1)N1C=NC=2C(O)=NC=NC12)O)O.[Na+]